N-(2-methoxyphenyl)-N'-[2-(3-pyridyl)-4-quinazolinyl]-urea COC1=C(C=CC=C1)NC(=O)NC1=NC(=NC2=CC=CC=C12)C=1C=NC=CC1